(1s,4s)-4-((4-([1,2,4]Triazolo[4,3-a]pyridin-7-ylethynyl)-[2,4'-bipyrimidin]-2'-yl)amino)cyclohexyl acetate C(C)(=O)OC1CCC(CC1)NC1=NC=CC(=N1)C1=NC=CC(=N1)C#CC1=CC=2N(C=C1)C=NN2